(1R,3S)-3-(3-(2-(3-hydroxy-2-((E)-((2-hydroxyethyl)imino)methyl)-5-methoxyphenoxy)acetamido)-1H-pyrazol-5-yl)cyclopentyl (1-methylcyclopropyl)carbamate CC1(CC1)NC(O[C@H]1C[C@H](CC1)C1=CC(=NN1)NC(COC1=C(C(=CC(=C1)OC)O)/C=N/CCO)=O)=O